FC1(CC(C1)(CO)CO)F (3,3-difluorocyclobutane-1,1-diyl)dimethanol